tert-butyl (3S,4S)-3-fluoro-4-[[6-[7-(1-methylcyclopropyl)imidazo[1,2-a]pyridin-3-yl]-2-pyridyl]amino]pyrrolidine-1-carboxylate F[C@H]1CN(C[C@@H]1NC1=NC(=CC=C1)C1=CN=C2N1C=CC(=C2)C2(CC2)C)C(=O)OC(C)(C)C